OC=1C(=NC=CC1OC)C(=O)N[C@H](C(=O)OC(C)C1(C(C1)C1=CC=C(C=C1)F)C1=CC=C(C=C1)F)C 1-[1,2-bis(4-fluoro-phenyl)cyclopropyl]-ethyl (2S)-2-[(3-hydroxy-4-methoxy-pyridine-2-carbonyl)-amino]propanoate